3-cyano-N-(6-(2-hydroxy-prop-2-yl)-2-(3-(piperazin-1-yl)bicyclo[1.1.1]pentan-1-yl)-2H-indazol-5-yl)pyrrolo[1,2-b]pyridazine-7-carboxamide C(#N)C1=CC=2N(N=C1)C(=CC2)C(=O)NC2=CC1=CN(N=C1C=C2C(C)(C)O)C21CC(C2)(C1)N1CCNCC1